4-[[(3R)-5-chloro-3-(2,2-dimethylchroman-6-yl)-3-methyl-2-oxo-indolin-1-yl]methyl]benzoic acid ClC=1C=C2[C@@](C(N(C2=CC1)CC1=CC=C(C(=O)O)C=C1)=O)(C)C=1C=C2CCC(OC2=CC1)(C)C